CC1(NC(=NC=C1C(F)(F)F)NC1=CC=C(C=C1)N1CCCCC1)N 4-methyl-N2-(4-(piperidin-1-yl)phenyl)-5-(trifluoromethyl)pyrimidine-2,4-diamine